OC1=C(C=CC(=C1)O)C=1N=C(SC1)[N-]C(C(C)(C)C)=O N-(4-(2,4-dihydroxyphenyl)thiazol-2-yl)pivaloyl-amide